BrC1=CC=C(C=C1)C(C=1C(=NN(C1O)C=1SC=C(N1)C1=CC(=CC=C1)C(F)(F)F)C)C=1C(=NN(C1O)C=1SC=C(N1)C1=CC(=CC=C1)C(F)(F)F)C 4,4'-(4-bromophenyl)methylenebis(3-methyl-1-(4-(3-trifluoromethylphenyl)thiazol-2-yl)-1H-pyrazol-5-ol)